tert-butyl 6-methylene-4-((2-nitrophenyl)sulfonyl)-1,4-diazepane-1-carboxylate C=C1CN(CCN(C1)C(=O)OC(C)(C)C)S(=O)(=O)C1=C(C=CC=C1)[N+](=O)[O-]